NC1CCN(CC1)C1=CC=C(C=C1)C=1C=C2C(=NC1)NC=C2C(C2=C(C(=CC=C2F)NS(N(C)CC)(=O)=O)F)=O 5-[4-(4-amino-1-piperidyl)phenyl]-3-[3-[[ethyl(methyl)sulfamoyl]amino]-2,6-difluoro-benzoyl]-1H-pyrrolo[2,3-b]pyridine